butyl-4,6-dimethoxybenzothiazole-2-sulfenAmid C(CCC)C=1C(=CC2=C(N=C(S2)SN)C1OC)OC